CC1=CC=C(C=C1)C(C)=O p-Methyl-acetophenone